9-deazaguanosine [C@@H]1([C@H](O)[C@H](O)[C@@H](CO)O1)C1=CN=C2C(=O)N=C(N)N=C12